C1(CC1)C1=NC=NC(=C1C1=NC(=CC(=N1)C(=O)OC)SC)OC methyl 2-(4-cyclopropyl-6-methoxy-pyrimidin-5-yl)-6-methylsulfanyl-pyrimidine-4-carboxylate